C(C)[C@H]1[C@H](NC([C@H]1F)=O)COC1=NC=C(C2=CC(=C(C=C12)OC)C(=O)N)C#CC=1C=NN(C1)C1OCCCC1 1-(((2S,3S,4S)-3-ethyl-4-fluoro-5-oxopyrrolidin-2-yl)methoxy)-7-methoxy-4-((1-(tetrahydro-2H-pyran-2-yl)-1H-pyrazol-4-yl)ethynyl)isoquinoline-6-carboxamide